2-(3,3-difluorocyclobutyl)-N-(2-methanesulfonylpyridin-3-yl)pyrimidine-5-carboxamide FC1(CC(C1)C1=NC=C(C=N1)C(=O)NC=1C(=NC=CC1)S(=O)(=O)C)F